C(C)[Si](CC)(CC)N(CCC)CCC (triethylsilyl)-propyl-1-propylamine